C(C1=CC=CC=C1)OC1=C(C=CC=C1)C1=CC(=CC=C1)[C@@H](C)NC1=NC(=NC2=CC(=C(C=C12)OC)OC)C N-{(1R)-1-[2'-(benzyloxy)biphenyl-3-yl]ethyl}-6,7-dimethoxy-2-methylquinazolin-4-amine